FC=1C=C(C=C2C=CC=NC12)C(C)N1C=NC=2C1=NC(=CN2)C2=CC=CC1=CC=CC=C21 8-fluoro-6-(1-(6-(1-naphthyl)-1H-imidazo[4,5-b]pyrazin-1-yl)ethyl)quinoline